bromine (i) 5-(trifluoromethyl)isoxazole-3-carboxylic acid ethyl ester C(C)OC(=O)C1=NOC(=C1)C(F)(F)F.[Br+]